ClC=1N=CC2=C(N1)N(C(C=C2)=O)CC2=CC=C(C=C2)N2N=C(C=C2C)C(F)(F)F 2-chloro-8-(4-(5-methyl-3-(trifluoromethyl)-1H-pyrazol-1-yl)benzyl)pyrido[2,3-d]pyrimidin-7(8H)-one